BrC=1C=2C(N=C3N(C2C=CC1)C1=CC(=CC=C1C3(C)C)C3CCN(CC3)CC3COC1(C3)CCN(CC1)C1=CC(=C(C(=C1)F)C1C(NC(CC1)=O)=O)F)=O 3-(4-(3-((4-(4-bromo-7,7-dimethyl-5-oxo-5,7-dihydroindolo[1,2-a]quinazolin-10-yl)piperidin-1-yl)methyl)-1-oxa-8-azaspiro[4.5]decan-8-yl)-2,6-difluorophenyl)piperidine-2,6-dione